(R)-2-((1-(2-cyano-3-(4-(4-cyano-2-fluorophenyl)piperazin-1-yl)-7-methylquinoxalin-5-yl)ethyl)amino)benzoic acid C(#N)C1=NC2=CC(=CC(=C2N=C1N1CCN(CC1)C1=C(C=C(C=C1)C#N)F)[C@@H](C)NC1=C(C(=O)O)C=CC=C1)C